Methyl (2-(5-(benzo[d]thiazol-2-ylsulfonyl)pentanamido)-3'-(5-chloro-4-methoxypicolinoyl)-[1,1'-biphenyl]-4-yl)carbamate S1C(=NC2=C1C=CC=C2)S(=O)(=O)CCCCC(=O)NC2=C(C=CC(=C2)NC(OC)=O)C2=CC(=CC=C2)C(C2=NC=C(C(=C2)OC)Cl)=O